BrC=1C=NC=C(C1C(=O)N(C)C)F 3-bromo-5-fluoro-N,N-dimethylpyridine-4-carboxamide